FC1=C(C=CC(=C1)C(C)N1C(NC=2C=NC3=C4C(=CC=C3C21)OCO4)=O)P(OCC)(OCC)=O Diethyl (2-fluoro-4-(1-(7-oxo-6,7-dihydro-8H-[1,3]dioxolo[4,5-h]imidazo[4,5-c]quinolin-8-yl)ethyl)phenyl)phosphonate